(R)-4-((S)-2-(2-(4-chlorophenyl)-2-methylpropanamido)-3-phenylpropanamido)-5-ethoxy-5-oxopentanoic acid ClC1=CC=C(C=C1)C(C(=O)N[C@H](C(=O)N[C@H](CCC(=O)O)C(=O)OCC)CC1=CC=CC=C1)(C)C